cis-2-nonene-1,1-dicarboxylic acid C(\C=C/CCCCCC)(C(=O)O)C(=O)O